[(3aS,4R,6aR)-4-[(6-Bromo-3-pyridazinyl)amino]hexahydrocyclopenta[c]pyrrol-2(1H)-yl](5-methyl-1,3-thiazol-2-yl)methanone BrC1=CC=C(N=N1)N[C@@H]1CC[C@H]2CN(C[C@H]21)C(=O)C=2SC(=CN2)C